ClC=1C(=NC(=NC1)NC1CCOCC1)C1=CC=C2CN(C(C2=C1)=O)CC1N(CCC1)C(=O)OC(C)(C)C tert-Butyl 2-[(6-{5-chloro-2-[(oxan-4-yl)amino]pyrimidin-4-yl}-1-oxo-2,3-dihydro-1H-isoindol-2-yl)methyl]pyrrolidine-1-carboxylate